O=C1NC(CCC1N1C(C2=CC=C(C=C2C1=O)CN1CCN(CC1)C1=CC=C(C=C1)C(F)(F)F)=O)=O 2-(2,6-dioxopiperidin-3-yl)-5-((4-(4-(trifluoromethyl)phenyl)piperazin-1-yl)methyl)isoindoline-1,3-dione